C(#N)CCNCCN1C(=NC2=C3CC[C@@H](N(C3=CC=C21)C(=O)OC)C)CCN2C(C=CC=C2)=O methyl (S)-3-(2-((2-cyanoethyl)amino)ethyl)-7-methyl-2-(2-(2-oxopyridin-1-yl)ethyl)-3,7,8,9-tetrahydro-6H-imidazo[4,5-f]quinoline-6-carboxylate